OCCCCCCC1=CC=C(C=C1)/C=C/C(=O)C1=CC=CC=C1 (E)-3-[4-(6-Hydroxyhexyl)phenyl]-1-phenylprop-2-en-1-one